C(C)(=O)OC1=C(C(=NC2=C(C=C(C=C12)C(C)(C)C)F)C)C 6-(1,1-dimethylethyl)-8-fluoro-2,3-dimethyl-4-quinolinyl acetate